(aminomethyl)-3-cyclohexene-1-formic acid NCC1(CC=CCC1)C(=O)O